(6-Benzyl-2-azaspiro[3.3]heptan-2-yl)((1s,3s)-3-hydroxy-3-methylcyclobutyl)methanon C(C1=CC=CC=C1)C1CC2(CN(C2)C(=O)C2CC(C2)(C)O)C1